FC=1C(=CC(=NC1)OC)C=1C=C2N(N=CC(=C2NC(C)C)C(=O)NC2CCC(CC2)O)C1 6-(5-fluoro-2-methoxypyridin-4-yl)-N-((1r,4r)-4-hydroxycyclohexyl)-4-(isopropylamino)pyrrolo[1,2-b]pyridazine-3-carboxamide